4-chloro-2-(2-chloro-2-methylpropyl)-5-[(6-iodo-3-pyridyl)methoxy]-3(2H)-pyridazinone ClC=1C(N(N=CC1OCC=1C=NC(=CC1)I)CC(C)(C)Cl)=O